CN(S(=O)(=O)N1N=C(C=C1NC=1N=C(C2=C(N1)C=C(O2)C2=CC=NC=C2)N2CCOCC2)C2=CC=CC=C2)C N,N-dimethyl-5-((4-morpholino-6-(pyridin-4-yl)furo[3,2-d]pyrimidin-2-yl)amino)-3-phenyl-1H-pyrazole-1-sulfonamide